1-(tert-butoxycarbonyl)azocane-3-carboxylic acid C(C)(C)(C)OC(=O)N1CC(CCCCC1)C(=O)O